3-(3-(3-(tert-butylamino)-2-cyano-3-oxoprop-1-en-1-yl)phenyl)propionic acid C(C)(C)(C)NC(C(=CC=1C=C(C=CC1)CCC(=O)O)C#N)=O